5-(2-acetyl-5-chlorophenyl)-6-(2-hydroxyethoxy)pyridazin-3(2H)-one C(C)(=O)C1=C(C=C(C=C1)Cl)C1=CC(NN=C1OCCO)=O